FC=1C=C(C=NC1)C=1C=C2C3=C(NC2=CC1)N=CN=C3N[C@@H]3CC[C@H](CC3)N3CCOCC3 6-(5-fluoropyridin-3-yl)-N-(trans-4-morpholinocyclohexyl)-9H-pyrimido[4,5-b]indol-4-amine